C(C)OC(=O)C1=CC(=NC(=C1)C#C)C#C ethyl-2,6-diethynylpyridine-4-carboxylate